2-(diethoxymethyl)-5,5-dimethyl-1-(3-methylbicyclo[1.1.1]pentan-1-yl)cyclohexan-1-ol C(C)OC(C1C(CC(CC1)(C)C)(O)C12CC(C1)(C2)C)OCC